C(I)I Methylene Iodide